C(CCC)N(CCCN)CCCC 3-dibutylaminopropylamine